rhodium perchlorate salt Cl(=O)(=O)(=O)[O-].[Rh+3].Cl(=O)(=O)(=O)[O-].Cl(=O)(=O)(=O)[O-]